2,2'-ethylene-bis-(2-oxazoline) C(CC=1OCCN1)C=1OCCN1